CN(CCCC1C(N(CCN1)C=1N=C2N(C=C(C=C2)C(=O)NC)C1)=O)C 2-[3-[3-(dimethylamino)propyl]-2-oxo-piperazin-1-yl]-N-methyl-imidazo[1,2-a]pyridine-6-carboxamide